CC(=CC)CCCC(CC(C)(C)C)C 3,7,9,9-tetramethyl-2-decen